The molecule is a N-acylsphingosine in which the ceramide N-acyl group is specified as tricosanoyl. It has a role as a mouse metabolite. It is a N-acylsphingosine and a Cer(d41:1). It derives from a tricosanoic acid. CCCCCCCCCCCCCCCCCCCCCCC(=O)N[C@@H](CO)[C@@H](/C=C/CCCCCCCCCCCCC)O